1-(2-(4-fluorophenyl)-2H-pyrazolo[3,4-d]pyrimidin-4-yl)-N-(4-(methylthio)benzyl)piperidine-3-carboxamide FC1=CC=C(C=C1)N1N=C2N=CN=C(C2=C1)N1CC(CCC1)C(=O)NCC1=CC=C(C=C1)SC